((1,1,1,3,3,3-hexafluoro-2-methylpropan-2-yl)oxy)bis((1,1,1,3,3,3-hexafluoropropan-2-yl)oxy)(vinyl)stannane FC(C(C(F)(F)F)(C)O[Sn](C=C)(OC(C(F)(F)F)C(F)(F)F)OC(C(F)(F)F)C(F)(F)F)(F)F